5-(1-(tert-Butoxycarbonyl)-1,2,3,6-tetrahydropyridin-4-yl)-2-(2-((tert-butoxycarbonyl)amino)pyridin-4-yl)-3-ethyl-1H-indole-1-carboxylic acid tert-butyl ester C(C)(C)(C)OC(=O)N1C(=C(C2=CC(=CC=C12)C=1CCN(CC1)C(=O)OC(C)(C)C)CC)C1=CC(=NC=C1)NC(=O)OC(C)(C)C